N[C@H]1CN(CCC1)C1=C2C(=NC=C1)N(C(=N2)C2=CC(=C(C#N)C=C2)F)C2=CC=C(C=C2)F (R)-4-(7-(3-aminopiperidine-1-yl)-3-(4-fluoro-phenyl)-3H-imidazo[4,5-b]pyridine-2-yl)-2-fluorobenzonitrile